C(C1=CC=CC=C1)OC(=O)N1C[C@H](CC1)C1=NC(=C2C(=NC=NN21)N)I (S)-3-(4-amino-5-iodoimidazo[5,1-f][1,2,4]triazin-7-yl)pyrrolidine-1-carboxylic acid benzyl ester